3,4-dichlorophenyl-methylamine ClC=1C=C(C=CC1Cl)NC